5-{2-amino-[1,2,4]triazolo[1,5-a]pyridin-7-yl}-N-{[2-(cyclopentylmethoxy)-4,6-difluorophenyl]methyl}-2-methoxy-6-methylpyridine-3-carboxamide NC1=NN2C(C=C(C=C2)C=2C=C(C(=NC2C)OC)C(=O)NCC2=C(C=C(C=C2F)F)OCC2CCCC2)=N1